N-Boc-2-(piperidin-2-yl)-2-(p-tolyl)ethanol C(=O)(OC(C)(C)C)N1C(CCCC1)C(CO)C1=CC=C(C=C1)C